8-chloro-5-(chloro(oxetan-3-yl)methyl)-2-methylphthalazin-1(2H)-one ClC=1C=CC(=C2C=NN(C(C12)=O)C)C(C1COC1)Cl